4-(4-(4-Hydroxyphenyl)piperidin-1-yl)-2-(trifluoromethyl)benzonitrile OC1=CC=C(C=C1)C1CCN(CC1)C1=CC(=C(C#N)C=C1)C(F)(F)F